2-{[3-({3-[(2,4-dichlorophenoxy)methyl]phenyl}methylidene)azetidin-1-yl]methyl}-1-[(1-ethyl-1H-imidazol-5-yl)methyl]-1H-1,3-benzodiazole-6-carboxylic acid ClC1=C(OCC=2C=C(C=CC2)C=C2CN(C2)CC2=NC3=C(N2CC2=CN=CN2CC)C=C(C=C3)C(=O)O)C=CC(=C1)Cl